1,2-diamino-4,5-dimethoxybenzene NC1=C(C=C(C(=C1)OC)OC)N